1-phenethyl-1H-imidazo[4,5-c]quinolin-4-amine C(CC1=CC=CC=C1)N1C=NC=2C(=NC=3C=CC=CC3C21)N